(S)-5-chloro-6-(3-methylpiperazin-1-yl)nicotinic acid ClC=1C(=NC=C(C(=O)O)C1)N1C[C@@H](NCC1)C